NCC=1C=C(C=CC1)C1=CC(=CC=2C=COC21)C(C(=O)OCC)OC2=C(C=CC=C2)CC(=O)OCC ethyl 2-(7-(3-(aminomethyl)phenyl)benzofuran-5-yl)-2-(2-(2-ethoxy-2-oxoethyl)phenoxy)acetate